CN(CCOC=1C=CC(=C(C(=O)N[C@H](C)C2=CC(=NC3=CC=CC=C23)C=2SC=CC2)C1)C)C (R)-5-(2-(dimethylamino)ethoxy)-2-methyl-N-(1-(2-(thiophen-2-yl)quinolin-4-yl)ethyl)benzamide